tert-butyl (2S)-2-methyl-4-(6-(2-methyl-7-((tetrahydrofuran-3-yl)oxy)imidazo[1,2-a]pyridine-6-carboxamido)pyridazin-3-yl)piperazine-1-carboxylate C[C@@H]1N(CCN(C1)C=1N=NC(=CC1)NC(=O)C=1C(=CC=2N(C1)C=C(N2)C)OC2COCC2)C(=O)OC(C)(C)C